CC1(NC(CC(C1)NC(=O)C1=NC=NC(=C1)C1=CC(=C(C=C1)Cl)Cl)(C)C)C 6-(3,4-Dichloro-phenyl)-pyrimidine-4-carboxylic acid (2,2,6,6-tetramethyl-piperidin-4-yl)-amide